FC(S(=O)(=O)OC1=C(C2=CC=CC=C2C=C1)Br)(F)F 1-bromo-2-naphthalenyl trifluoromethanesulfonate